(5-hydroxy-2-methyl-4-(piperidin-1-ylmethyl)-1-(4-(trifluoromethyl)phenyl)-1H-indol-3-yl)ethan-1-one OC=1C(=C2C(=C(N(C2=CC1)C1=CC=C(C=C1)C(F)(F)F)C)C(C)=O)CN1CCCCC1